4-hydrazino-1-phenyl-1H-imidazole HCl salt Cl.N(N)C=1N=CN(C1)C1=CC=CC=C1